CC(CC(C)(OOC(C)(C)C)C)OC(=C(OC(CC(C)(C)OOC(C)(C)C)C)OC(CC(C)(C)OOC(C)(C)C)C)[SiH3] tris(1,3-dimethyl-3-t-butylperoxybutoxy)vinylsilane